BrCC1=NC(=CC=C1)C 2-(bromomethyl)-6-methyl-pyridine